BrC=1C=C2C(=C(C(N(C2=NC1)CC1=CC=C(C=C1)F)=O)C(=O)OCC)O ethyl 6-bromo-1-[(4-fluorophenyl) methyl]-4-hydroxy-2-oxo-1,8-naphthyridine-3-carboxylate